C(C)CP(O)(O)=O Ethyl-methyl-phosphonic acid